3-(2-(dimethoxymethyl)phenyl)-4-phenylbutyramide COC(C1=C(C=CC=C1)C(CC(=O)N)CC1=CC=CC=C1)OC